(-)-5-Fluoro-N,N-diisopropyl-2-((5-(2-(6-((2-methoxyethyl)amino)-2-methylhex-3-yl)-2,6-diazaspiro[3.4]oct-6-yl)-1,2,4-triazin-6-yl)oxy)benzamide 5-heptenoate C(CCCC=CC)(=O)O.FC=1C=CC(=C(C(=O)N(C(C)C)C(C)C)C1)OC1=C(N=CN=N1)N1CC2(CN(C2)C(C(C)C)CCCNCCOC)CC1